isopropyl-6-oxo-1,6-dihydropyridazin C(C)(C)N1N=CC=CC1=O